ClC=1C=CC=C2C=C(NC12)C(=O)N(C)C1CN(CCC1)C(C)C 7-chloro-N-(1-isopropylpiperidin-3-yl)-N-methyl-1H-indole-2-carboxamide